4-bromo-3-[(cis-4-phenylcyclohexyl)methoxy]pyridine BrC1=C(C=NC=C1)OC[C@@H]1CC[C@@H](CC1)C1=CC=CC=C1